FC(COC(C(=C)F)=O)(C(F)(F)F)F 2,2,3,3,3-pentafluoropropyl-α-fluoroacrylate